FC(OC1=CC2=C(SC(=C2)C)C=C1C1=NNC=C1NC(=O)C=1C=NN2C1N=CC=C2)F N-(3-(5-(difluoromethoxy)-2-methylbenzo[b]thiophen-6-yl)-1H-pyrazol-4-yl)pyrazolo[1,5-a]pyrimidine-3-carboxamide